P(=O)(O)(O)[O-].C(C)OC([C@@H](CC1=CN(C2=CC=CC=C12)C)NC([C@H](CC(C)C)[NH3+])=O)=O (S)-1-(((R)-1-ethoxy-3-(1-methyl-1H-indol-3-yl)-1-oxopropan-2-yl)amino)-4-methyl-1-oxopentan-2-aminium dihydrogen phosphate